C1(CCCC1)C1=NC=C(C(=N1)OC=1C=C(C=CC1)NC(OC(C)(C)C)=O)C(N[C@H](\C=C\S(=O)(=O)C)C)=O tert-butyl N-[3-[2-cyclopentyl-5-[[(E,1S)-1-methyl-3-methylsulfonyl-allyl]carbamoyl]pyrimidin-4-yl]oxyphenyl]carbamate